C(C=C)(=O)N1CC2(C1)CN(CC2)C2=NC(=NC(=C2C#N)C2=CC=CC1=CC=CC=C21)N2CCOCC2 4-(2-acryloyl-2,6-diazaspiro[3.4]octan-6-yl)-2-morpholino-6-(naphthalen-1-yl)pyrimidine-5-carbonitrile